C(#N)C=1C(=C2C(=NC(=NC2=C(C1C1=CC(=CC2=CC=CC(=C12)F)OCOC)F)SC)N1CC2CCC(C1)N2C(=O)OC(C)(C)C)F tert-butyl 3-(6-cyano-5,8-difluoro-7-(8-fluoro-3-(methoxymethoxy) naphthalen-1-yl)-2-(methylthio)quinazolin-4-yl)-3,8-diazabicyclo[3.2.1]octane-8-carboxylate